C(C)C1NCCC(C1COC1=CC=C2CNC(C2=C1)=O)C1=CC=C(C=C1)OC (+/-)-6-{[(trans)-2-ethyl-4-(4-methoxyphenyl)piperidin-3-yl]methoxy}-2,3-dihydro-1H-isoindol-1-one